S-(6-Oxo-6-(2-oxooxepan-3-yl)hexyl) ethanethioate C(C)(SCCCCCC(C1C(OCCCC1)=O)=O)=O